C(C)(=O)NC=1SC=2N=C(N=CC2N1)N(C(=O)NC=1C=NC=CC1)CCN1CCOCC1 1-(2-acetylaminothiazolo[5,4-d]pyrimidin-5-yl)-1-[2-(4-morpholinyl)ethyl]-3-(pyridin-3-yl)urea